C1(CC1)N1N=CC(=C1)[C@H]1OCCN(C1)C1=CC2=C(N=C(N(C2=O)C)C)C(=N1)C1=C(C=C(C=C1)C(F)(F)F)F (R)-6-(2-(1-cyclopropyl-1H-pyrazol-4-yl)morpholino)-8-(2-fluoro-4-(trifluoromethyl)phenyl)-2,3-dimethylpyrido[3,4-d]pyrimidin-4(3H)-one